CC1=C(C=C(C(=N1)N)F)B1OC(C(O1)(C)C)(C)C 6-methyl-5-(4,4,5,5-tetramethyl-1,3,2-dioxaborolan-2-yl)-3-fluoropyridin-2-amine